1-(3,5-dimethoxyphenyl)-3-((5-(2,6-dioxopiperidin-3-yl)-6-oxo-5,6-dihydro-4H-thieno[2,3-c]pyrrol-2-yl)methyl)urea COC=1C=C(C=C(C1)OC)NC(=O)NCC1=CC2=C(C(N(C2)C2C(NC(CC2)=O)=O)=O)S1